sodium n-lauroyl sarcosinate CCCCCCCCCCCC(=O)N(C)CC(=O)[O-].O.[Na+]